Cl.N1CCC(CC1)NC1=C2CCN(C2=CC=C1)C(C)=O (4-(piperidin-4-ylamino)indolin-1-yl)ethan-1-one hydrochloride